tert-butyl 3-((7-chloro-6-(2-fluoro-6-hydroxyphenyl)-4-(2-isopropyl-4-methylpyridin-3-yl)-2,3-dioxo-3,4-dihydropyrido[2,3-b]pyrazin-1(2H)-yl) methyl)-3-methoxyazetidine-1-carboxylate ClC1=CC2=C(N(C(C(N2CC2(CN(C2)C(=O)OC(C)(C)C)OC)=O)=O)C=2C(=NC=CC2C)C(C)C)N=C1C1=C(C=CC=C1O)F